NC1=C2C(=NC=N1)N(N=C2C2=CC=C(C=C2)OC2=CC=CC=C2)[C@H]2CN(CCC2)CC2CCN(CC2)C(=O)OC(C)(C)C tert-butyl (R)-4-((3-(4-amino-3-(4-phenoxyphenyl)-1H-pyrazolo(3,4-d)pyrimidin-1-yl)piperidin-1-yl)methyl)piperidine-1-carboxylate